8-Cyclopentyl-N-(2-fluoro-3-(1-(4-fluorophenyl)-1H-pyrazol-4-yl)benzyl)-7H-purine-6-carboxamide C1(CCCC1)C1=NC2=NC=NC(=C2N1)C(=O)NCC1=C(C(=CC=C1)C=1C=NN(C1)C1=CC=C(C=C1)F)F